3-((2-chloropyrimidin-5-yl)methyl)-6-fluoro-2-methylnaphthalene-1,4-dione ClC1=NC=C(C=N1)CC1=C(C(C2=CC=C(C=C2C1=O)F)=O)C